O=C(CCCCCCCCCCCC(=O)O)C 13-oxotetradecanoic acid